COCCOC1=C(C=CC(=C1)N1CCN(CC1)C)NC1=NC=2N(C(C=NC2C=N1)=O)C=1C=C(C=CC1)NC(C=C)=O N-(3-(2-((2-(methoxyethoxy)-4-(4-methyl-1-piperazinyl)phenyl)amino)-7-oxo-8(7H)-pteridinyl)phenyl)acrylamide